1-(5-(aminomethyl)thiophen-2-yl)-2-((7-fluoro-6-methoxy-2-methylquinazolin-4-yl)thio)ethan-1-one hydrochloride Cl.NCC1=CC=C(S1)C(CSC1=NC(=NC2=CC(=C(C=C12)OC)F)C)=O